(8-((5-chloro-4-((cyclopentylmethyl)amino)-7H-pyrrolo[2,3-d]pyrimidin-2-yl)amino)-2,3-dihydrobenzo[b][1,4]dioxin-5-yl)(morpholino)methanone ClC1=CNC=2N=C(N=C(C21)NCC2CCCC2)NC2=CC=C(C1=C2OCCO1)C(=O)N1CCOCC1